5H-thieno[3,2-c]pyridin-4-one S1C=CC=2C(NC=CC21)=O